O1POCC=C1 [1,3,2]-dioxaphosphorin